(acetoxy) but-2-ynoate C(C#CC)(=O)OOC(C)=O